FC(OC[C@H]1CN(CC1)C=1C=NN(C1)C12CC(C1)C2)(F)F 3-(4-{(3R)-3-[(trifluoromethoxy)methyl]pyrrolidin-1-yl}-1H-pyrazol-1-yl)bicyclo[1.1.1]pentan